(4-aminophenyl)imidazolidin-2-one NC1=CC=C(C=C1)N1C(NCC1)=O